δ-hydroxy-lysine OC(CC[C@H](N)C(=O)O)CN